3-tosyl-3-azabicyclo[3.1.0]hexane S(=O)(=O)(C1=CC=C(C)C=C1)N1CC2CC2C1